C1(CC1)S(=O)(=O)NC=1SC=C(N1)C(C(=O)NC1=C(C=C(C=C1)C1=NC=CN=C1)F)(C)C 2-(2-(cyclopropanesulfonylamino)thiazol-4-yl)-N-(2-fluoro-4-(pyrazin-2-yl)phenyl)-2-methylpropanamide